[Li].ONC(C1=CC=C(C=C1)NC(CC1=CNC2=CC=C(C=C12)C1=CC=C(C=C1)C)=O)=O N-hydroxy-4-(2-(5-p-tolyl-1H-indol-3-yl)acetamido)benzamide Lithium